4-(4-fluoro-3-hydroxyphenyl)piperidine-1-carboxylic acid tert-butyl ester C(C)(C)(C)OC(=O)N1CCC(CC1)C1=CC(=C(C=C1)F)O